ClC1=NC=C(C=O)C(=C1)NCC(F)(F)F 6-chloro-4-((2,2,2-trifluoroethyl)amino)nicotinaldehyde